ethyl 2-(1-(tert-butoxy carbonyl)piperidin-4-yl)thiazole-4-carboxylate C(C)(C)(C)OC(=O)N1CCC(CC1)C=1SC=C(N1)C(=O)OCC